4-(6-chloro-8-fluoro-2-(((2S,4R)-4-fluoro-1-methyl-pyrrolidin-2-yl)methoxy)-4-(piperazin-1-yl)quinazolin-7-yl)benzo[d]thiazol-2-amine ClC=1C=C2C(=NC(=NC2=C(C1C1=CC=CC2=C1N=C(S2)N)F)OC[C@H]2N(C[C@@H](C2)F)C)N2CCNCC2